NC1=NNC2=CN=CC(=C21)C2=CC=C(C1=CC=CC=C21)NC(=O)NC=2C=C(C=CC2)C 1-(4-(3-amino-1H-pyrazolo[3,4-c]pyridin-4-yl)naphthalen-1-yl)-3-(m-tolyl)urea